(3Z)-7,7-dihexyloxy-1,3-heptadiene C(CCCCC)OC(CC\C=C/C=C)OCCCCCC